1-acetyl-4-[4-({(1R)-1-[2-methyl-3-(trifluoromethyl)phenyl]ethyl}amino)-2-(trifluoromethyl)pyrido[3,4-d]pyrimidin-6-yl]-1,4lambda5-azaphosphinan-4-one C(C)(=O)N1CCP(CC1)(=O)C1=CC2=C(N=C(N=C2N[C@H](C)C2=C(C(=CC=C2)C(F)(F)F)C)C(F)(F)F)C=N1